1,4-di-tert-butyl-cumene C(C)(C)(C)C1(CC=C(C=C1)C(C)(C)C)C(C)C